(2,6-dimethylpiperidin-1-yl)acetonitrile CC1N(C(CCC1)C)CC#N